ClC1=C(C(=CC=C1)Cl)I 1,3-dichloro-2-iodobenzene